C1=CC=CC=2PCC3=CC=CC=C3C12 6H-phosphanthridine